5-amino-2-methyl-N,N-dipropyl-6H-thieno[3,2-b]azepin-7-carboxamide NC=1CC(=CC2=C(N1)C=C(S2)C)C(=O)N(CCC)CCC